methyl (2R,3S)-2-methyl-3-phenyl-3-((4-(trifluoromethoxy)phenyl)sulfonamido)propanoate C[C@@H](C(=O)OC)[C@H](NS(=O)(=O)C1=CC=C(C=C1)OC(F)(F)F)C1=CC=CC=C1